3-{4-[4-(5-chloro-2-methylphenyl)piperazine-1-sulfonyl]phenyl}-1-(pyridin-3-ylmethyl)urea ClC=1C=CC(=C(C1)N1CCN(CC1)S(=O)(=O)C1=CC=C(C=C1)NC(NCC=1C=NC=CC1)=O)C